CC1=C(C=C(S1)C(=O)OC)B1OC(C(O1)(C)C)(C)C.C(C(C)C)N(CCCCCCN(CCCN)CC(C)C)CCCN diisobutyl-N,N'-bis-(3-aminopropyl) hexamethylenediamine methyl 5-methyl-4-(4,4,5,5-tetramethyl-1,3,2-dioxaborolan-2-yl)thiophene-2-carboxylate